(1R,3R)-3-(5-((4-(ethylamino)-5-(trifluoromethyl)pyrimidin-2-yl)amino)-1H-pyrazol-1-yl)cyclobutanol methyl-3-(benzyloxy)-2-hydroxypropanoate CC(C(=O)OC1CC(C1)N1N=CC=C1NC1=NC=C(C(=N1)NCC)C(F)(F)F)(COCC1=CC=CC=C1)O